CC1(OC[C@@H](N1C(=O)OC(C)(C)C)C(=O)OC)C 3-tert-butyl 4-methyl (4R)-2,2-dimethyl-1,3-oxazolidine-3,4-dicarboxylate